N-{5-[2-(2-aminopyridin-3-yl)-5-phenylimidazo[4,5-b]pyridin-3-yl]-2,3-dihydro-1H-inden-1-yl}acetamide NC1=NC=CC=C1C1=NC=2C(=NC(=CC2)C2=CC=CC=C2)N1C=1C=C2CCC(C2=CC1)NC(C)=O